2-(4-bromophenyl)-5,6-dichloro-1H-benzo[d]imidazole-4,7-dione BrC1=CC=C(C=C1)C1=NC2=C(N1)C(C(=C(C2=O)Cl)Cl)=O